ethyl 2-chloro-4-((4-methoxybenzyl)oxy)-5-methylnicotinate ClC1=C(C(=O)OCC)C(=C(C=N1)C)OCC1=CC=C(C=C1)OC